C(#N)C1=C(C=CC(=C1)C(=O)C=1C2=C(SC1)C(=CC=C2)C2=CC1=C(N(C=N1)C)C=C2C)NC(\C=C\CNC2CCC(CC2)OC)=O (E)-N-(2-cyano-4-(7-(1,6-dimethyl-1H-benzo[d]imidazol-5-yl)benzo[b]thiophene-3-carbonyl)phenyl)-4-(((1r,4r)-4-methoxycyclohexyl)amino)but-2-enamide